[Li]CC(CN([Si](C)(C)C)[Si](C)(C)C)(C)C 3-lithio-2,2-dimethyl-1-[N,N-bis(trimethylsilyl)]aminoPropane